2-[(3-Fluorobenzoyl)amino]-N-(2-morpholin-4-ylethyl)benzamid FC=1C=C(C(=O)NC2=C(C(=O)NCCN3CCOCC3)C=CC=C2)C=CC1